(3S,4R)-1-[6-(2-hydroxypropan-2-yl)pyridazin-3-yl]-3-methoxypiperidine OC(C)(C)C1=CC=C(N=N1)N1C[C@H](CCC1)OC